2-[2-fluoro-6-(prop-2-ylamino)pyridin-3-yl]-6,7-dihydro-5H-pyrazolo[5,1-b][1,3]Oxazine-3-carboxamide FC1=NC(=CC=C1C1=NN2C(OCCC2)=C1C(=O)N)NC(C)C